3-{[4-acetamido-5-(3-benzoyl-2,4-dioxo-pyrimidin-1-yl)-2-(2-diethoxyphosphorylethynyl)-tetrahydrofuran-3-yl]oxy-(diisopropylamino)phosphanyl}oxypropanenitrile C(C)(=O)NC1C(C(OC1N1C(N(C(C=C1)=O)C(C1=CC=CC=C1)=O)=O)C#CP(=O)(OCC)OCC)OP(OCCC#N)N(C(C)C)C(C)C